7-hydroxyquinoline-4-carboxylic acid [2-((S)-2-cyanopyrrolidin-1-yl)-2-oxo-ethyl]-amide C(#N)[C@H]1N(CCC1)C(CNC(=O)C1=CC=NC2=CC(=CC=C12)O)=O